(Z)-N'-(4-hydroxy-6-methylpyrimidin-2-yl)-4-(1,4,4,4-tetrafluoro-3-(3,4,5-trichlorophenyl)but-1-en-1-yl)-2-(trifluoromethyl)benzoyl-hydrazine OC1=NC(=NC(=C1)C)NNC(C1=C(C=C(C=C1)/C(=C/C(C(F)(F)F)C1=CC(=C(C(=C1)Cl)Cl)Cl)/F)C(F)(F)F)=O